CC1=CP(CC1)(C1=CC=CC=C1)=O 3-methyl-1-phenyl-2-phospholene 1-oxide